COC1=CC=C(CC2N(CCCC2=O)C(=O)OC(C)(C)C)C=C1 tert-butyl 2-(4-methoxybenzyl)-3-oxopiperidine-1-carboxylate